CC=1C=CC(=C(C1)C1=C(C=C(C=C1OCN(C(OC)=O)C)CCCCC)OCN(C(OC)=O)C)C(=C)C dimethyl (((5'-methyl-4-pentyl-2'-(prop-1-en-2-yl)-[1,1'-biphenyl]-2,6-diyl)bis(oxy))bis(methylene))bis(methyl carbamate)